C(#N)C1=CC(=C(C=N1)OC1=CC(=C2C(=N1)N(C=N2)C)NC2=CC=C(C(=N2)C)C(=O)NCC)C 6-[[5-[(6-cyano-4-methyl-3-pyridyl)oxy]-3-methyl-imidazo[4,5-b]pyridin-7-yl]amino]-N-ethyl-2-methyl-pyridine-3-carboxamide